CC=1OC2=C(N1)C=CC(=C2)C=O (2-methylbenzo[d]oxazol-6-yl)methanone